C(CNC(=O)C1=CC=CC=C1)(=O)O.NC1=NC(=CC(=N1)C1NC(CC12CC=CCC2)C(=O)O)O[C@@H](C(F)(F)F)C2=C(C=C(C=C2)Cl)N2N=C(C=C2)C (2-amino-6-((R)-1-(4-chloro-2-(3-methyl-1H-pyrazol-1-yl)phenyl)-2,2,2-trifluoroethoxy)pyrimidin-4-yl)-2-azaspiro[4.5]dec-7-ene-3-carboxylic acid hippurate